Tert-butyl (2R,3S)-3-hydroxy-2-(hydroxymethyl)piperidine-1-carboxylate O[C@@H]1[C@H](N(CCC1)C(=O)OC(C)(C)C)CO